BrC=1C=C(C(=NC1)OCCCN1CC(CCC1)F)[N+](=O)[O-] 5-Bromo-2-(3-(3-fluoropiperidin-1-yl)propoxy)-3-nitropyridine